N-(5-fluoro-2-phenyl-1,3-benzooxazol-6-yl)-N'-[(pyridin-4-yl)methyl]urea FC=1C(=CC2=C(N=C(O2)C2=CC=CC=C2)C1)NC(=O)NCC1=CC=NC=C1